N-(6-(4,4-difluoropiperidin-1-yl)-4-(1-methyl-1H-pyrazol-4-yl)pyridin-2-yl)-4-iodo-2-(6-azaspiro[2.5]oct-6-yl)benzamide FC1(CCN(CC1)C1=CC(=CC(=N1)NC(C1=C(C=C(C=C1)I)N1CCC2(CC2)CC1)=O)C=1C=NN(C1)C)F